N-(5-Chloro-6-(2H-1,2,3-triazol-2-yl)pyridin-3-yl)-1-(imidazo[1,2-a]pyridin-5-yl)-5-(trifluoromethyl)-1H-pyrazol-4-carboxamid ClC=1C=C(C=NC1N1N=CC=N1)NC(=O)C=1C=NN(C1C(F)(F)F)C1=CC=CC=2N1C=CN2